CN(C(=O)NC1=CC(=NC=C1)C(F)(F)F)C(C)C1=CNC(C2=CC=CC=C12)=O 1-methyl-1-(1-(1-oxo-1,2-dihydroisoquinolin-4-yl)ethyl)-3-(2-(trifluoromethyl)pyridin-4-yl)urea